(4-((4-Cyclobutylphenyl)amino)cyclohexyl)carbamic acid tert-butyl ester C(C)(C)(C)OC(NC1CCC(CC1)NC1=CC=C(C=C1)C1CCC1)=O